N-(3-indoleacetyl)-L-phenylalanine N1C=C(C2=CC=CC=C12)CC(=O)N[C@@H](CC1=CC=CC=C1)C(=O)O